2-[2-(1-Cyclopropyl-1H-pyrazol-4-yl)-3H-imidazo[4,5-b]pyridin-7-yl]-6,7,8,9-tetrahydro-5H-benzocyclohepten-5-ylamine hydrochloride Cl.C1(CC1)N1N=CC(=C1)C1=NC=2C(=NC=CC2C=2C=CC3=C(CCCCC3N)C2)N1